2-[[1-[6-[4-cyano-2-(2-methyl-6-morpholin-4-ylpyridin-4-yl)oxyphenyl]pyridin-3-yl]-2-methylpropan-2-yl]amino]-N,N-dimethylacetamide C(#N)C1=CC(=C(C=C1)C1=CC=C(C=N1)CC(C)(C)NCC(=O)N(C)C)OC1=CC(=NC(=C1)N1CCOCC1)C